FC1=CC=C(C(=N1)C)OC1=C(C(=O)N)C(=C(C=N1)C(F)(F)F)C 2-((6-fluoro-2-methylpyridin-3-yl)oxy)-4-methyl-5-(trifluoromethyl)nicotinamide